zirconium (1-ethyl-2,3,4,5-tetramethylcyclopentadienyl)(2-propylindenyl)zirconium dichloride [Cl-].[Cl-].C(C)C1(C(=C(C(=C1C)C)C)C)[Zr+2]C1C(=CC2=CC=CC=C12)CCC.[Zr+4]